ClC=1C=CC(=C(C1)CN(C(=O)C=1C(=NN(C1F)C)C(F)F)C1CC1)C(C)C N-[(5-chloro-2-isopropylphenyl)methyl]-N-cyclopropyl-3-(difluoromethyl)-5-fluoro-1-methylpyrazole-4-carboxamide